2,5-Dioxidobenzol [O-]C1=CC=C(C=C1)[O-]